(2S)-2-amino-3-(4,5-difluoro-1-hydroxy-3H-2,1-benzoxaborol-6-yl)propanoic acid N[C@H](C(=O)O)CC1=CC2=C(COB2O)C(=C1F)F